N-(5-((4-(aminomethyl)-1H-pyrazol-1-yl)methyl)-3,4-dihydro-2H-chromeno[8,7-d]isoxazol-9-yl)-6-methylquinoline-8-sulfonamide hydrochloride Cl.NCC=1C=NN(C1)CC1=C2CCCOC2=C2C(=NOC2=C1)NS(=O)(=O)C=1C=C(C=C2C=CC=NC12)C